N-[2-[2-(2-acetamidoethoxy)ethoxy]ethyl]-3-(1-methylimidazol-4-yl)-4-[[4-(trifluoromethyl)phenyl]methylamino]benzamide C(C)(=O)NCCOCCOCCNC(C1=CC(=C(C=C1)NCC1=CC=C(C=C1)C(F)(F)F)C=1N=CN(C1)C)=O